S1CC=NC=C1C(=O)N [1,4]thiazine-6-carboxamide